ClC=1C=C(C(=O)NC2=CC=C(C=C2)[C@H]2CN[C@@H](CO2)C)C=CC1 3-Chloro-N-[4-((2S,5R)-5-methyl-morpholin-2-yl)-phenyl]-benzamid